FC1(CCOC12CCC(CC2)NC(=O)[C@H]2CCN(C1(CC1)C2)C(=O)C2=NNC(=C2)C2=CC(=NC=C2F)C)F (S)-N-((5S,8r)-4,4-difluoro-1-oxaspiro[4.5]dec-8-yl)-4-(5-(5-fluoro-2-methylpyridin-4-yl)-1H-pyrazole-3-carbonyl)-4-azaspiro[2.5]octane-7-carboxamide